COC(=O)[C@@H]1C(NC[C@H]1C=1C(=CC2=C(CCO2)C1F)F)=O |o1:4,8| (3S*,4R*)-4-(4,6-difluoro-2,3-dihydrobenzo-furan-5-yl)-2-oxopyrrolidine-3-carboxylic acid methyl ester